ClC=1SC2=C(N1)CC1(CCN(CC1)C(=O)[O-])C2 2-chloro-4,6-dihydro-spiro[cyclopenta[d]thiazole-5,4'-piperidine]-1'-carboxylate